3-(2,4-dihydroxy-5-propan-2-ylphenyl)-4-(1-methylindol-5-yl)-1H-1,2,4-triazol-5-one OC1=C(C=C(C(=C1)O)C(C)C)C1=NNC(N1C=1C=C2C=CN(C2=CC1)C)=O